4-(((benzyloxy)carbonyl)amino)-4-methylpiperidine-1-carboxylic acid tert-butyl ester C(C)(C)(C)OC(=O)N1CCC(CC1)(C)NC(=O)OCC1=CC=CC=C1